5-bromo-2-hydroxy-N-(3-(methylsulfonyl)-5-(trifluoromethoxy)phenyl)benzenesulfonamide BrC=1C=CC(=C(C1)S(=O)(=O)NC1=CC(=CC(=C1)OC(F)(F)F)S(=O)(=O)C)O